C(=O)(OCC1C2=CC=CC=C2C2=CC=CC=C12)N[C@@H]([C@@H](C)CC)C(=O)O Fmoc-L-Isoleucine